OC1(CC1)CN(C(OC)=O)C methyl N-[(1-hydroxycyclopropyl)methyl]-N-methylcarbamate